3-bromo-4-(1,3-dioxolan-2-yl)-N'-hydroxy-benzamidine BrC=1C=C(C(=NO)N)C=CC1C1OCCO1